N-({2-[(1,3-oxazol-2-yl)amino]phenyl}[4-(propan-2-yl)phenyl]methyl)cyclopropanecarboxamide O1C(=NC=C1)NC1=C(C=CC=C1)C(NC(=O)C1CC1)C1=CC=C(C=C1)C(C)C